benzyl ((trans)-4-(3-(4-chloro-3-fluorophenyl)-2-oxoimidazolidin-1-yl)cyclohexyl)carbamate ClC1=C(C=C(C=C1)N1C(N(CC1)[C@@H]1CC[C@H](CC1)NC(OCC1=CC=CC=C1)=O)=O)F